C(C)(C)(C)OC(=O)N1C[C@H]([C@H](CC1)NC=1C(=CN(C(C1)=O)C1(CC1)C(F)F)C(=O)O)F 4-(((cis)-1-(tert-butoxycarbonyl)-3-fluoropiperidin-4-yl)amino)-1-(1-(difluoromethyl)cyclopropyl)-6-oxo-1,6-dihydropyridine-3-carboxylic acid